5-(4-(4-(1-ethyl-4-(trifluoromethyl)-1H-imidazol-2-yl)benzyl)-5-oxo-4,5,6,7-tetrahydropyrazolo[1,5-a]pyrimidin-2-yl)-1-isopropyl-1H-pyrazole-4-carbonitrile C(C)N1C(=NC(=C1)C(F)(F)F)C1=CC=C(CN2C=3N(CCC2=O)N=C(C3)C3=C(C=NN3C(C)C)C#N)C=C1